1-[(1S)-5-bromo-2,3-dihydro-1H-inden-1-yl]-4-{[(4R)-2,2-dimethyl-1,3-dioxolan-4-yl]methyl}piperazine BrC=1C=C2CC[C@@H](C2=CC1)N1CCN(CC1)C[C@H]1OC(OC1)(C)C